2,2'-(1,4-phenylenedi(oxy))dioctanoic acid C1(=CC=C(C=C1)OC(C(=O)O)CCCCCC)OC(C(=O)O)CCCCCC